(4-((3-isopropyl-2,4-dioxo-1,2,3,4-tetrahydropyrido[3,2-d]pyrimidin-7-yl)methyl)piperazin-1-yl)-N-methylpicolinamide C(C)(C)N1C(NC2=C(C1=O)N=CC(=C2)CN2CCN(CC2)C=2C(=NC=CC2)C(=O)NC)=O